C1(=CC=C(C=C1)CCN1[C@@H]([C@H]([C@@H]([C@H](C1)OCC1=CC=CC=C1)OCC1=CC=CC=C1)OCC1=CC=CC=C1)C)C1=CC=CC=C1 (2R,3R,4R,5S)-1-(2-([1,1'-biphenyl]-4-yl)ethyl)-3,4,5-tris(benzyloxy)-2-methylpiperidine